racemic-(1r,2r,5s)-2-hydroxy-6-oxaspiro[bicyclo[3.1.0]hexane-3,4'-piperidine]-1'-carboxylic acid tert-butyl ester C(C)(C)(C)OC(=O)N1CCC2(CC1)[C@H]([C@H]1O[C@H]1C2)O |r|